4-(4-(pyridazin-3-yl)butyl)phenol N1=NC(=CC=C1)CCCCC1=CC=C(C=C1)O